2-chloro-N-(4-chloro-3-(N-(4-methoxybenzyl)methylsulfonamido)-1-(2,2,2-trifluoroethyl)-1H-indazol-7-yl)acetamide Tert-Butyl-4-(5-(hydroxymethyl)oxazol-2-yl)piperidine-1-carboxylate C(C)(C)(C)OC(=O)N1CCC(CC1)C=1OC(=CN1)CO.ClCC(=O)NC=1C=CC(=C2C(=NN(C12)CC(F)(F)F)N(S(=O)(=O)C)CC1=CC=C(C=C1)OC)Cl